N-{(3R)-1-[(6-fluoro-2-naphthyl)methyl]pyrrolidin-3-yl}-2-{1-[(5-hydroxy-3-methylpyridin-2-yl)carbonyl]piperidin-4-ylidene}acetamide hemifumarate C(\C=C\C(=O)O)(=O)O.FC=1C=C2C=CC(=CC2=CC1)CN1C[C@@H](CC1)NC(C=C1CCN(CC1)C(=O)C1=NC=C(C=C1C)O)=O.FC=1C=C2C=CC(=CC2=CC1)CN1C[C@@H](CC1)NC(C=C1CCN(CC1)C(=O)C1=NC=C(C=C1C)O)=O